C(C)OC(C(\C(=C\OCC)\C)=O)=O.C(#N)C=1C(=NN2C1N=CC(=C2C(=O)OCC)C)C ethyl 3-cyano-2,6-dimethyl-pyrazolo[1,5-a]pyrimidine-7-carboxylate Ethyl-(E)-4-ethoxy-3-methyl-2-oxo-but-3-enoate